C(C)(C)(C)OC(=O)N[C@H]1[C@@H](COCC1)C(=O)OCC |r| ethyl (3S,4R)- and (3R,4S)-4-((tert-butoxycarbonyl)amino)tetrahydro-2H-pyran-3-carboxylate